S(=O)(=O)(SC1=C(C=CC(=C1)N1CC(C1)(F)F)N)O S-(2-amino-5-(3,3-difluoroazetidin-1-yl) phenyl) O-hydrogen thiosulphate